C(C)OC=1C(=NC(=CC1)C)C(=O)N1C2CC(C(C1CNC=1SC3=C(N1)C=CC(=C3)F)C)C2 cis-N-{[2-(3-Ethoxy-6-methylpyridin-2-carbonyl)-4-methyl-2-azabicyclo[3.1.1]heptan-3-yl]methyl}-6-fluoro-1,3-benzothiazol-2-amin